3-(3-Chloro-4-(4-((5-isopropyl-8-((2R,3S)-2-methyl-3-((methanesulfonyl)methyl)azetidin-1-yl)isoquinolin-3-yl)amino)pyrimidin-2-yl)-1H-pyrazol-1-yl)cyclobutan-1-ol ClC1=NN(C=C1C1=NC=CC(=N1)NC=1N=CC2=C(C=CC(=C2C1)C(C)C)N1[C@@H]([C@H](C1)CS(=O)(=O)C)C)C1CC(C1)O